C1(CCCCC1)P(C1(C(=C(C=C(C1)C(C)C)C(C)C)C1=CC=CC=C1)C(C)C)C1CCCCC1 2-Dicyclohexylphosphino-2,4,6-triisopropyl-1,1-biphenyl